S1C(=NC=C1)C=CC#N 3-(thiazol-2-yl)acrylonitrile